[4-(2-piperidin-1-yl-ethyl)-piperazin-1-yl]-methanone N1(CCCCC1)CCN1CCN(CC1)C=O